[1-(1,5-naphthyridin-3-yl)-1H-1,2,4-triazol-5-yl]methanamine hydrochloride Cl.N1=CC(=CC2=NC=CC=C12)N1N=CN=C1CN